(R)-3-((5'-(3-methylpiperidin-1-yl)-2'-(2H-tetrazol-5-yl)-[1,1'-biphenyl]-4-yl)methyl)-2-propyl-1,3-diazaspiro[4.4]non-1-en-4-one C[C@H]1CN(CCC1)C=1C=CC(=C(C1)C1=CC=C(C=C1)CN1C(=NC2(C1=O)CCCC2)CCC)C=2N=NNN2